ClC1=CC=C(C=C1)C1=CN=CC2=C1SCCN2S(=O)(=O)C2=CC=C(C=C2)OC 8-(4-chlorophenyl)-4-((4-methoxyphenyl)sulfonyl)-3,4-dihydro-2H-pyrido[4,3-b][1,4]thiAzine